C1(=CC=CC=C1)/C=C/C#N (E)-3-phenylprop-2-enenitrile